8-(5-chloro-2-(isopropylamino)pyridin-4-yl)-2-(5-fluoro-2-(hydroxymethyl)benzyl)-2',2'-dimethyl-2,3-dihydro-1h,5h-spiro[pyrrolo[1,2-a][1,4]diazepin-4,5'-[1,3]dioxan]-1-one ClC=1C(=CC(=NC1)NC(C)C)C=1C=C2N(CC3(COC(OC3)(C)C)CN(C2=O)CC2=C(C=CC(=C2)F)CO)C1